2-(8-hydroxynaphthalen-1-yl)-1-phenylethan-1-one OC=1C=CC=C2C=CC=C(C12)CC(=O)C1=CC=CC=C1